tert-butyl (2R,3S,4S)-4-[(tert-butoxycarbonyl) oxy]-3-({[5-(imidazol-1-yl)pentyl]carbamoyl}oxy)-2-[(4-methoxyphenyl)methyl]pyrrolidine-1-carboxylate C(C)(C)(C)OC(=O)O[C@@H]1[C@H]([C@H](N(C1)C(=O)OC(C)(C)C)CC1=CC=C(C=C1)OC)OC(NCCCCCN1C=NC=C1)=O